OC(CN1N=CC(=C1)N1C[C@H](CC[C@H]1C)C(=O)OC)(C)C methyl (3S,6R)-1-(1-(2-hydroxy-2-methylpropyl)-1H-pyrazol-4-yl)-6-methylpiperidine-3-carboxylate